CC1=NC(=C(C=N1)C)C 2,5,6-trimethylpyrimidin